N-(4-chloro-3-fluorophenyl)-5-fluoro-2-(2-methyl-1H-benzimidazol-1-yl)pyrimidine ClC1=C(C=C(C=C1)N1C(N=CC(=C1)F)N1C(=NC2=C1C=CC=C2)C)F